tert-butyl 7-{5-nitro-6-[(pyridin-4-yl) amino] pyridin-2-yl}-4,7-diazaspiro[2.5]octane-4-carboxylate [N+](=O)([O-])C=1C=CC(=NC1NC1=CC=NC=C1)N1CCN(C2(CC2)C1)C(=O)OC(C)(C)C